2-methyl-5,7-dihydrofuro-[3,4-d]-pyrimidine CC=1N=CC2=C(N1)COC2